(R)-N-((S)-1-((4-methyl-3-(((R)-1-(naphthalen-1-yl)ethyl)carbamoyl)phenyl)amino)-1-oxo-3-((S)-2-oxopyrrolidin-3-yl)propan-2-yl)piperidine-2-carboxamide 2,2,2-trifluoroacetate FC(C(=O)O)(F)F.CC1=C(C=C(C=C1)NC([C@H](C[C@H]1C(NCC1)=O)NC(=O)[C@@H]1NCCCC1)=O)C(N[C@H](C)C1=CC=CC2=CC=CC=C12)=O